C(CCC)N1C(=NC2=C1C=CC(=C2)C(=O)N2CCN(CC2)C2=NC1=CC=CC=C1C(N2)=O)C 2-[4-(1-Butyl-2-methylbenzimidazole-5-carbonyl)piperazin-1-yl]-3H-quinazolin-4-one